8-(2,4-Dichlorophenyl)-9-(2-fluoro-4-((1-(3-fluoropropyl)azetidin-3-yliden)methyl)-3-methylphenyl)-6,7-dihydro-5H-benzo[7]annulen ClC1=C(C=CC(=C1)Cl)C=1CCCC2=C(C1C1=C(C(=C(C=C1)C=C1CN(C1)CCCF)C)F)C=CC=C2